5-chloro-N-(4-(((5-hydroxy-2,2-dimethyl-2H-chromen-6-yl)methylene)amino)phenyl)thiophene-2-sulfonamide ClC1=CC=C(S1)S(=O)(=O)NC1=CC=C(C=C1)N=CC=1C(=C2C=CC(OC2=CC1)(C)C)O